1-(3-(2-(1-(Phenylsulfonyl)-1H-pyrrolo[2,3-b]pyridin-3-yl)thiazol-4-yl)phenyl)-1-(1-tosyl-1H-imidazol-2-yl)ethanol C1(=CC=CC=C1)S(=O)(=O)N1C=C(C=2C1=NC=CC2)C=2SC=C(N2)C=2C=C(C=CC2)C(C)(O)C=2N(C=CN2)S(=O)(=O)C2=CC=C(C)C=C2